C1(CC1)N1N=CC(=C1)C1OCCC(C1)C=1C=C(C=2N(C(C=C(N2)C)=O)C1)C1=C(C=C(C#N)C=C1)F 4-[7-[2-(1-cyclopropylpyrazol-4-yl)tetrahydropyran-4-yl]-2-methyl-4-oxo-pyrido[1,2-a]pyrimidin-9-yl]-3-fluoro-benzonitrile